N-((1s,3s)-3-aminocyclobutyl)-4-(4-(5-(1-(cyclopropylmethyl)-3-(trifluoromethyl)-1H-pyrazol-4-yl)-1-methyl-1H-imidazole-2-carboxamido)-2-fluorobenzoyl)piperazine-1-carboxamide NC1CC(C1)NC(=O)N1CCN(CC1)C(C1=C(C=C(C=C1)NC(=O)C=1N(C(=CN1)C=1C(=NN(C1)CC1CC1)C(F)(F)F)C)F)=O